LITHIUM (6-METHOXYPYRIDIN-2-YL)TRIHYDROXYBORATE COC1=CC=CC(=N1)[B-](O)(O)O.[Li+]